ClC1=C(C=CC(=C1)Cl)C(C=CC1=CC=C(C(=O)O)C=C1)=O 4-[3-(2,4-Dichlorophenyl)-3-oxoprop-1-enyl]benzoic acid